FC(S(=O)(=O)[O-])(F)F.C[NH+](C)C trimethyl-ammonium trifluoromethanesulfonate